N-(5-isopropylpyridin-2-yl)-3-(4-methoxypyridin-2-yl)-1,2,4-thiadiazol-5-amine C(C)(C)C=1C=CC(=NC1)NC1=NC(=NS1)C1=NC=CC(=C1)OC